methyl (1s,4s)-2'-{[benzyl(methyl)amino]methyl}-4-(3-chloroanilino)spiro[cyclohexane-1,1'-indene]-4-carboxylate C(C1=CC=CC=C1)N(C)CC=1C2(C3=CC=CC=C3C1)CCC(CC2)(C(=O)OC)NC2=CC(=CC=C2)Cl